ClC1=C(C=CC=C1Cl)C1=NNC2=NC(=NC(=C21)C2=NN=NN2)N2CCC(CC2)(C2=CC=CC=C2)NC(OC(C)(C)C)=O tert-butyl (1-(3-(2,3-dichlorophenyl)-4-(1H-tetrazol-5-yl)-1H-pyrazolo[3,4-d]pyrimidin-6-yl)-4-phenylpiperidine-4-yl)carbamate